(piperidin-4-yl)oxazolidin-2-one N1CCC(CC1)N1C(OCC1)=O